NC1=NC2=CC(=CC(=C2C=C1CCCCC)C#CCCCNC)C=1C=C(C=CC1)S(=O)(=O)N1CC(C1)CO [1-[3-[2-amino-5-[5-(methylamino)pent-1-ynyl]-3-pentyl-7-quinolyl]phenyl]sulfonylazetidin-3-yl]methanol